chloro-2-isopropyl-1H-pyrrolo[2,3-b]Pyridine ClN1C(=CC=2C1=NC=CC2)C(C)C